FC=1C(=C(C=C(C1)N1CCOCC1)[C@H](C(=O)O)N1C[C@@H](CC1)OCCCCCC1=NC=2NCCCC2C(=C1)OC)OC (R)-2-(3-fluoro-2-methoxy-5-morpholinophenyl)-2-((R)-3-((5-(4-methoxy-5,6,7,8-tetrahydro-1,8-naphthyridin-2-yl)pentyl)oxy)pyrrolidin-1-yl)acetic acid